N[C@@H]1C[C@@H]([C@@H]2[C@H]1OC(O2)(C)C)OCCO 2-(((3aR,4S,6R,6aS)-6-amino-2,2-dimethyltetrahydro-3aH-cyclopenta[d][1,3]dioxol-4-yl)oxy)ethanol